3-laurylthiopropionate C(CCCCCCCCCCC)CCC(=S)[O-]